C(C)N1C=C(C2=CC(=CC=C12)F)S(=O)(=O)C1=CC(=C(C=C1)OC)N1CCNCC1 1-ethyl-5-fluoro-3-((4-methoxy-3-(piperazin-1-yl)phenyl)sulfonyl)-1H-indole